NC1=NNC(=C1)CC(=O)O 2-(3-amino-1H-pyrazol-5-yl)acetic acid